FC(CC(=O)Cl)(F)F 3,3,3-trifluoropropionyl chloride